C1(CCCCC1)C1(NC(=NC=C1C=1C=NN(C1)C)NC1=CC(=CC(=C1)Cl)Cl)N 4-cyclohexyl-N2-(3,5-dichlorophenyl)-5-(1-methyl-1H-pyrazol-4-yl)pyrimidine-2,4-diamine